FC(C(=O)NCC#C)(F)F 2,2,2-trifluoro-N-(prop-2-ynyl)acetamide